5-methyloctan-1,5-dien-4-ol CC(C(CC=C)O)=CCC